N-((4'-amino-2'-chloro-5'-fluoro-[1,1'-biphenyl]-3-yl)methyl)methylsulfonamide NC1=CC(=C(C=C1F)C1=CC(=CC=C1)CNS(=O)(=O)C)Cl